CC1(OB(OC1(C)C)C1=CC2C(CN(C2)C(=O)OC(C)(C)C)C1)C tert-butyl 5-(4,4,5,5-tetramethyl-1,3,2-dioxaborolan-2-yl)-3,3a,6,6a-tetrahydro-1H-cyclopenta-[c]pyrrole-2-carboxylate